CNCC1CCN(CC1)C1=CC=NC=C1 N-methyl-1-[1-(4-pyridyl)-4-piperidinyl]methylamine